dimeth-ylallyl pyrophosphate O(P([O-])(=O)OP(=O)([O-])[O-])CC=C(C)C